P(=O)(OC[N+]1=C(C(=CC=C1)C1=CC(=NO1)CC1=CC(=C(C=C1)OC1=NC(=CC=C1)F)F)N)(O)[O-] (2-amino-3-(3-(3-fluoro-4-((6-fluoropyridin-2-yl)oxy)benzyl)isoxazol-5-yl)pyridin-1-ium-1-yl)methyl hydrogen phosphate